1-bromo-3,5-bis(fluoromethyl)benzene BrC1=CC(=CC(=C1)CF)CF